C(C1=CC=CC=C1)O[C@H]1[C@@H]([C@@H](O[C@]1(COC(C1=CC=CC=C1)(C1=CC=C(C=C1)OC)C1=CC=C(C=C1)OC)COCC1=CC=CC=C1)N1C2=NC(=NC(=C2N=C1)NC(C1=CC=CC=C1)(C1=CC=CC=C1)C1=CC=C(C=C1)OC)F)F 9-[(2R,3S,4R,5S)-4-(benzyloxy)-5-[(benzyloxy)methyl]-5-[[bis(4-methoxyphenyl)(phenyl)methoxy]methyl]-3-fluorooxolan-2-yl]-2-fluoro-N-[(4-methoxyphenyl)diphenylmethyl]purin-6-amine